CC1=CC=C(C=C1)S(=O)(=O)OCCOCC1=CC=CC=C1 2-benzyloxyethyl 4-methylbenzenesulfonate